C(C)OC(=O)C=1C=C(C2=C(N(C(=N2)CC2=C(C=C(C(=C2)F)C2=NC(=CC=C2F)OCC=2C=NC(=CC2)C#N)F)C[C@H]2OCC2)C1)F (S)-2-(4-(6-((6-cyanopyridin-3-yl)methoxy)-3-fluoropyridin-2-yl)-2,5-difluorobenzyl)-4-fluoro-1-(oxetan-2-ylmethyl)-1H-benzo[d]Imidazole-6-carboxylic acid ethyl ester